CN([C@H]1CN(CC1)C(=O)OC(C)(C)C)C1=NC2=CC=CC=C2C=C1 tert-butyl (R)-3-(methyl(quinolin-2-yl)amino)pyrrolidine-1-carboxylate